hydroxylamine HCl salt Cl.NO